4-[[6-(trifluoromethyl)-3-pyridyl]sulfonimidoyl]benzoic Acid FC(C1=CC=C(C=N1)S(=O)(=N)C1=CC=C(C(=O)O)C=C1)(F)F